tert-butyl (S)-((2'-(3-(5-bromo-4-methoxypicolinamido)-2-methylphenyl)-3'-chloro-6-methoxy-[2,4'-bipyridin]-5-yl)methyl)((5-oxopyrrolidin-2-yl)methyl)carbamate BrC=1C(=CC(=NC1)C(=O)NC=1C(=C(C=CC1)C1=NC=CC(=C1Cl)C1=NC(=C(C=C1)CN(C(OC(C)(C)C)=O)C[C@H]1NC(CC1)=O)OC)C)OC